(E)-4-morpholino-N-(9-oxo-2-(trifluoromethyl)-9H-indeno[2,1-d]pyrimidin-7-yl)but-2-enamide O1CCN(CC1)C/C=C/C(=O)NC1=CC=2C(C=3N=C(N=CC3C2C=C1)C(F)(F)F)=O